C1C2(CN3N1C=CC3)CCN(CC2)C(=O)[O-] spiro[piperidine-4,2'-pyrazolo[1,2-a]pyrazole]-1-carboxylate